C12COCC2C1C(=O)O 3-oxabicyclo[3.1.0]Hexane-6-carboxylic acid